N1(CCC1)C1=NC=CC=C1COC=1C=CC2=C(C(=C(O2)C)C(=O)NC2C(CNCC2)(F)F)C1 5-((2-(azetidin-1-yl)pyridin-3-yl)methoxy)-N-(3,3-difluoropiperidin-4-yl)-2-methylbenzofuran-3-carboxamide